([1,1':4',1'']terphenyl-4-yl)-(4-naphthalen-1-yl-phenyl)-[1,1':2',1'':4'',1''']quaterphenyl-4'-yl-amine C1(=CC=C(C=C1)N(C=1C=C(C(=CC1)C1=CC=CC=C1)C1=CC=C(C=C1)C1=CC=CC=C1)C1=CC=C(C=C1)C1=CC=CC2=CC=CC=C12)C1=CC=C(C=C1)C1=CC=CC=C1